FC(C=1C(=C(C=CC1)[C@@H](C)NC=1C2=C(N=C(N1)C)C=NC(=C2)OCCNC)F)F N-{(1R)-1-[3-(difluoromethyl)-2-fluorophenyl]ethyl}-2-methyl-6-[2-(methylamino)ethoxy]pyrido[3,4-d]pyrimidin-4-amine